3,3''-diaminobenzidine C1=CC(=C(C=C1C2=CC(=C(C=C2)N)N)N)N